1-(9Z,12Z-heptadecadienoyl)-2-heneicosanoyl-glycero-3-phosphocholine CCCCCCCCCCCCCCCCCCCCC(=O)O[C@H](COC(=O)CCCCCCC/C=C\C/C=C\CCCC)COP(=O)([O-])OCC[N+](C)(C)C